5-Fluoro-6-(2-methoxyethoxy)-3-[3-(1-methyl-1H-pyrazol-4-yl)-isoxazol-5-yl]-1H-indazol FC=1C=C2C(=NNC2=CC1OCCOC)C1=CC(=NO1)C=1C=NN(C1)C